4-(azetidin-3-yl)-2-fluoro-3-methoxypyridine N1CC(C1)C1=C(C(=NC=C1)F)OC